CN(CCCC=1SC=C(N1)C(=O)OC(CCCCCCCC(=O)OCCC(CCCCC)CCCCC)CCCCCCCC(=O)OCCC(CCCCC)CCCCC)C bis(3-pentyloctyl) 9-((2-(3-(dimethylamino)propyl)thiazole-4-carbonyl)oxy)heptadecanedioate